FC(COC=1C=C(C=CC1)N1C(C(C2=CC(=CC=C12)C(=O)N[C@@]1(NS(C=CC1)(=O)=O)C)(C)C)=O)F 1-[3-(2,2-difluoroethoxy)phenyl]-3,3-dimethyl-N-[(3R)-3-methyl-1,1-dioxo-thiazin-3-yl]-2-oxo-indoline-5-carboxamide